2-methyl ethylene oxide methacrylate C(C(=C)C)(=O)O.CC1CO1